CS(=O)(=O)OC1=C(C=C(C=C1)C1=CC(=CC=C1)[N+](=O)[O-])C(=O)O 4-((methylsulfonyl)oxy)-3'-nitro-[1,1'-biphenyl]-3-carboxylic acid